O=C[C@@H](O)[C@H](O)[C@H](O)[C@@H](O)C(=O)O l-galacturonic acid